OC1=CC=C(C=C1)N1CCN(CC1)C(=O)C=1C=NN2C1C=C(C=C2)CNC(C2=CC=CC=C2)=O N-((3-(4-(4-hydroxyphenyl)piperazine-carbonyl)pyrazolo[1,5-a]pyridin-5-yl)methyl)benzamide